BrC1=NC=CC(=C1)NCC=1N=C2N(N=C(C=C2)C2CC2)C1 2-bromo-N-((6-cyclopropylimidazo[1,2-b]pyridazin-2-yl)methyl)pyridin-4-amine